3,4-dimethyl-N-(2-oxo-1,2,3,4-tetrahydroquinolin-6-yl)benzamide CC=1C=C(C(=O)NC=2C=C3CCC(NC3=CC2)=O)C=CC1C